ALANINE METHYL ESTER hydrochloride Cl.COC([C@@H](N)C)=O